O[C@]1(CC[C@H]2[C@@]([C@H]3CC[C@]4([C@H]([C@@H]3CC2)CC[C@@H]4C(C)=O)C)(CC1)C)C 1-((1S,3aS,3bR,5aS,8S,10aS,10bS,12aS)-8-hydroxy-8,10a,12a-trimethyloctadecahydrocyclohepta[a]cyclopenta[f]naphthalen-1-yl)ethan-1-one